OC1(CCC(CC1)=NO)C(C(F)(F)F)(F)F 4-hydroxy-4-(perfluoroethyl)cyclohexan-1-one oxime